CC(C)(C)OC(=O)NC1=C(C2=C(S1)C=CC=C2Br)C#N [(4-bromo-3-cyanobenzo[b]thiophen-2-yl)amino]formic acid-2-methylpropane-2-yl ester